NCC(=O)N1CCN(CC1)C=1C=C(C2=C(NC(=N2)C=2NC=C(C2)C(C2=C(C=CC=C2)C(F)(F)F)=O)C1)F 2-amino-1-(4-(4-fluoro-2-(4-(2-(trifluoromethyl)benzoyl)-1H-pyrrol-2-yl)-1H-benzo[d]imidazol-6-yl)piperazin-1-yl)ethanone